CC1(OB(OC1(C)C)C1=NN(C2=NC=CC=C21)C(C2=CC=CC=C2)(C2=CC=CC=C2)C2=CC=CC=C2)C 3-(4,4,5,5-tetramethyl-1,3,2-dioxaborolan-2-yl)-1-trityl-pyrazolo[3,4-b]pyridine